(-)-ethyl (3-(5-(5-((cyclopropylmethylamino)(phenyl)methyl)-2-fluorophenylcarbamoyl)-3-(trifluoromethyl)-1H-pyrazol-1-yl)phenyl)(imino)methylcarbamate C1(CC1)CNC(C=1C=CC(=C(C1)NC(=O)C1=CC(=NN1C=1C=C(C=CC1)N(C(OCC)=O)C=N)C(F)(F)F)F)C1=CC=CC=C1